C(C=C)(=O)N1CC(CC1)C1=NC(=C(C(=N1)C#CC1=CC(=CC(=C1)OC)OC)C(N)=O)N 2-(1-acryloylpyrrolidin-3-yl)-4-(3,5-dimethoxyphenylethynyl)-5-carbamoyl-6-aminopyrimidine